C1(CC1)C=1N=C(SC1)CN1CCC(CC1)C=1C(=C2CN(C(C2=CC1F)=O)C1C(NC(CC1)=O)=O)F 3-(5-(1-((4-cyclopropylthiazol-2-yl)methyl)piperidin-4-yl)-4,6-difluoro-1-oxoisoindolin-2-yl)piperidine-2,6-dione